NC=1SC2=NC(=CC=C2N1)C1=CC=C(C#N)C=C1 4-(2-aminothiazolo[5,4-b]pyridin-5-yl)benzonitrile